CC=1N(N=C2C(=NN=C(C21)C)N2CCC(CC2)C(=O)N2CC1CNCC1C2)C2=CC=C(C=C2)C (1-(3,4-dimethyl-2-(p-tolyl)-2H-pyrazolo[3,4-d]pyridazin-7-yl)piperidin-4-yl)(hexahydropyrrolo[3,4-c]pyrrol-2(1H)-yl)methanone